cyclopropyl-propanal C1(CC1)C(C=O)C